[N+](#N)C1=CC=C(C=C1)P(=O)=C(O)C[N+](C)(C)C 4-Diazoniophenylphosphorylcholin